FC1(CC1)C1=CC=C(C=C1)N1C(N(C(C1=O)(C)C)CC1=CC(=NC=C1)NC(C)C)=O 3-(4-(1-fluorocyclopropyl)phenyl)-1-((2-(isopropylamino)pyridin-4-yl)methyl)-5,5-dimethylimidazolidine-2,4-dione